COC(=O)C=1C(=CC2=C(N=C(S2)C2CCC(CC2)COCC2=CC=CC=C2)C1)Br [4-(benzyloxymethyl)cyclohexyl]-6-bromo-1,3-benzothiazole-5-carboxylic acid methyl ester